tert-butyl-3-(4,4,5,5-tetramethyl-1,3,2-dioxaborolan-2-yl)-8-Azabicyclo[3.2.1]oct-2-ene-8-carboxylic acid tert-butyl ester C(C)(C)(C)OC(=O)N1C2(C=C(CC1CC2)B2OC(C(O2)(C)C)(C)C)C(C)(C)C